C(C)(C)(C)OC(NC12C3C4C5(C3C1C5C24)CO)=O (4-(hydroxymethyl)cuban-1-yl)carbamic acid tert-butyl ester